C(C)(C)(C)[S@@](=O)N[C@](CC(=O)OC)(C)C1=C(C(=C(C=C1)F)[N+](=O)[O-])Cl Methyl (3S)-3-{[(R)-tert-butylsulfinyl]amino}-3-(2-chloro-4-fluoro-3-nitrophenyl)-butanoate